N-(1-{4-[(3-chlorobenzene-1-carbonyl)amino]phenyl}cyclobutyl)-1,3-thiazole-2-carboxamide ClC=1C=C(C=CC1)C(=O)NC1=CC=C(C=C1)C1(CCC1)NC(=O)C=1SC=CN1